N-(2-carbamoylpyridin-4-yl)-7-chloro-2-[(3,3-difluorocyclopentyl)methyl]-4-methylindazole-3-carboxamide C(N)(=O)C1=NC=CC(=C1)NC(=O)C=1N(N=C2C(=CC=C(C12)C)Cl)CC1CC(CC1)(F)F